FC=1C=C2CN(CC2=CC1)C(=O)NC1=CC=C(C=C1)C=1CCN(CC1)C(C(=O)NCC(C)(C)O)=O 5-fluoro-N-(4-(1-(2-((2-hydroxy-2-methylpropyl)amino)-2-oxoacetyl)-1,2,3,6-tetrahydropyridin-4-yl)phenyl)isoindoline-2-carboxamide